FC1CC(C1)(C1=NC=CC=C1F)CNC1=NC=C(C=N1)C1=NC(=CC=C1OC)C {[3-fluoro-1-(3-fluoro(2-pyridyl))cyclobutyl]methyl}[5-(3-methoxy-6-methyl(2-pyridyl))pyrimidin-2-yl]amine